(S)-2-Methyl-N-[(1S)-1-[4-(trifluoromethyl)phenyl]ethyl]propane-2-sulphinamide CC(C)(C)[S@](=O)N[C@@H](C)C1=CC=C(C=C1)C(F)(F)F